CC=1C=C(C(=O)N[C@@H](CC2=CC=CC=C2)C(=O)OCC)C=CC1C Ethyl (3,4-dimethylbenzoyl)-L-phenylalaninate